N-(4-chloro-1-methyl-3-(trifluoromethyl)-1H-pyrazol-5-yl)isonicotinamide ClC=1C(=NN(C1NC(C1=CC=NC=C1)=O)C)C(F)(F)F